(E)-N-(4-(2-(2-hydroxybenzylidene)-formylhydrazino)phenyl)methacrylamide OC1=C(\C=N\N(C2=CC=C(C=C2)NC(C(=C)C)=O)C=O)C=CC=C1